BrCC(C(=O)OCC)=O ethyl 3-bromopyruvate